methyl (S)-6-((1-amino-1-oxopropan-2-yl)amino)-2-chloropyrimidine-4-carboxylate NC([C@H](C)NC1=CC(=NC(=N1)Cl)C(=O)OC)=O